N,N'-bis(2',6'-diisopropylphenyl)-1,3-propanediamine C(C)(C)C1=C(C(=CC=C1)C(C)C)NCCCNC1=C(C=CC=C1C(C)C)C(C)C